8-chloro-3-(2,4-difluorophenyl)imidazo[1,5-a]pyrazine ClC=1C=2N(C=CN1)C(=NC2)C2=C(C=C(C=C2)F)F